COC1CN(C1)C1=C(CNCCC2(CCOC3(CCCC3)C2)C2=NC=CC=C2)C=CC=C1 N-(2-(3-methoxyazetidin-1-yl)benzyl)-2-(9-(pyridin-2-yl)-6-oxaspiro[4.5]decan-9-yl)ethylamine